ClCCC(=O)N1CC=2N(CC1)N=C(C2C2=C1C(=NC=C2)NC=C1C)C1=C(C=CC(=C1)Cl)F 3-chloro-1-[2-(5-chloro-2''-fluorophenyl)-3-(3-methyl-1H-pyrrolo[2,3-b]pyridin-4-yl)-6,7-dihydropyrazolo[1,5-a]pyrazin-5(4H)-yl]propan-1-one